(E)-N-(2-butoxyphenyl)-N-(3-cyclopropylpropyl)-3-(4-methoxyphenyl)acrylamide C(CCC)OC1=C(C=CC=C1)N(C(\C=C\C1=CC=C(C=C1)OC)=O)CCCC1CC1